C(C)(=O)C=1C=C(C=CC1)NC(=O)NC=1C=C2C(N(C=NC2=CC1)C1CCCCC1)=O 1-(3-acetylphenyl)-3-(3-cyclohexyl-4-oxo-3,4-dihydroquinazolin-6-yl)urea